3,5-dibromo-N,N-di-p-tolylaniline BrC=1C=C(N(C2=CC=C(C=C2)C)C2=CC=C(C=C2)C)C=C(C1)Br